N1=C(C=C2OCCCN21)COC2=CC=1N(C=C2C2=CC=C(C=C2)F)C(NN1)=O 7-((6,7-dihydro-5H-pyrazolo[5,1-b][1,3]oxazin-2-yl)methoxy)-6-(4-fluorophenyl)-[1,2,4]triazolo[4,3-a]pyridin-3(2H)-one